OC[C@H]1OC[C@H]([C@H]([C@H]1O)O)CN1CCN(CC1)C (2R,3R,4R,5R)-2-(hydroxymethyl)-5-((4-methylpiperazin-1-yl)methyl)tetrahydro-2H-pyran-3,4-diol